C1(CC1)CCN(C1=C2CN(C(C2=CC=C1)=O)C1C(NC(CC1)=O)=O)C1CCC(CC1)N1C[C@H](CC1)C(F)(F)F 3-(4-((2-cyclopropylethyl)((1R,4s)-4-((S)-3-(trifluoromethyl)pyrrolidin-1-yl)cyclohexyl)amino)-1-oxoisoindolin-2-yl)piperidine-2,6-dione